cyclohexylbenzothiazole-sulfenamide C1(CCCCC1)C1=CC=CC2=C1N=C(S2)SN